2,6-dimethyl-α-methylstyrene CC1=C(C(=C)C)C(=CC=C1)C